FC(OC=1C=C(C=C2N(C(C=3N(C12)C=CN3)=O)C=3C(=NC=CC3)C)C(F)(F)F)F 9-(Difluoromethoxy)-5-(2-methylpyridin-3-yl)-7-(trifluoromethyl)imidazo[1,2-a]Quinoxaline-4(5H)-on